2-Hydroxy-4-aminophenoxy-ethanol OC1=C(OC(C)O)C=CC(=C1)N